2,2,2-trifluoro-N-[rac-(3S,4S)-1,3-dimethyl-4-piperidyl]acetamide FC(C(=O)N[C@@H]1[C@H](CN(CC1)C)C)(F)F |r|